C1(=CC=C(C=C1)CN)C1=CC=CC=C1 [1,1'-biphenyl]-4-ylmethanamine